FC1=C2C=CN(C2=C(C=C1)C(=O)OC)CC1=CC=C(C=C1)OC(F)(F)F methyl 4-fluoro-1-(4-(trifluoromethoxy) benzyl)-1H-indole-7-carboxylate